2-(2-(3-bromophenyl)-4-methyl-oxetane-2-carbonyl)-N-methylthiosemicarbazide BrC=1C=C(C=CC1)C1(OC(C1)C)C(=O)N(NC)C(=S)N